rac-4-{[(3R)-1-[4-(2,4-dioxo-1,3-diazin-1-yl)phenyl]Pyrrolidin-3-yl]Methyl}piperazine-1-carboxylic acid tert-butyl ester C(C)(C)(C)OC(=O)N1CCN(CC1)C[C@@H]1CN(CC1)C1=CC=C(C=C1)N1C(NC(C=C1)=O)=O |r|